[Li].FC1=C(C(=O)O)C=CC(=C1)F 2,4-difluoro-benzoic acid lithium